3-(4-(3-(4-(((5-fluoro-4-oxo-2-(((tetrahydro-2H-pyran-4-yl)thio)methyl)-3,4-dihydroquinazolin-7-yl)oxy)methyl)piperidin-1-yl)prop-1-yn-1-yl)-1-oxoisoindolin-2-yl)piperidine-2,6-dione FC1=C2C(NC(=NC2=CC(=C1)OCC1CCN(CC1)CC#CC1=C2CN(C(C2=CC=C1)=O)C1C(NC(CC1)=O)=O)CSC1CCOCC1)=O